C(C(=C)C)(=O)OCC(COCCC[SiH2]C(O[Si](C)(C)C)O[Si](C)(C)C)O (3-methacryloxy-2-hydroxypropoxy)propyl-bis(trimethyl-siloxy)methylsilane